ClC=1C=C(C=C2C=C(NC12)C(=O)N1CC2(CC1C(=O)N[C@H](C(=O)OC)C[C@H]1C(NCCC1)=O)CCCCC2)OC methyl (2S)-2-[[2-(7-chloro-5-methoxy-1H-indole-2-carbonyl)-2-azaspiro[4.5]decane-3-carbonyl]amino]-3-[(3S)-2-oxo-3-piperidyl]propanoate